FC=1C=NC=C(C1C1(CCC1)OCC(=O)N1CC2CCC(C1)N2C2=NC=C(C#N)C=C2)F 6-(3-(2-(1-(3,5-difluoropyridin-4-yl)cyclobutoxy)acetyl)-3,8-diazabicyclo[3.2.1]octan-8-yl)nicotinonitrile